C(C(C)(C)C)C(CO)O neopentylethylene glycol